FC(C1=NC=CC=C1COC=1C=CC2=C(C(=C(O2)C)C(=O)NC2(CCOCC2)CO)C1)F 5-((2-(difluoromethyl)pyridin-3-yl)methoxy)-N-(4-(hydroxymethyl)tetrahydro-2H-pyran-4-yl)-2-methylbenzofuran-3-carboxamide